COC(CNC(=O)C1=CC2=NC(=CC(=C2O1)N1CCOCC1)N1N=C(C=C1)C=1C=C(C=CC1)C)COC N-(2,3-dimethoxypropyl)-7-morpholino-5-(3-(m-tolyl)-1H-pyrazol-1-yl)furo[3,2-b]pyridine-2-carboxamide